C(C)(C)SC1=C(N=C(S1)N1N=C(C(=C1C(=O)O)C=1C=NN(C1)C)C)C1=CC=CC=C1 1-(5-(isopropylthio)-4-phenylthiazol-2-yl)-1',3-dimethyl-1H,1'H-[4,4'-bipyrazole]-5-carboxylic acid